oxazolidin-2-one phosphate P(=O)(O)(O)O.O1C(NCC1)=O